C1(N=NCCCCCC(CC1)=O)=O diazacycloundecene-1,9-dione